tert-Butyl 4-[(1S)-1-aminopropyl]piperidine-1-carboxylate N[C@@H](CC)C1CCN(CC1)C(=O)OC(C)(C)C